C[C@H](CC(C#C[Si](C)(C)C)=O)CCC=C(C)C (S)-5,9-Dimethyl-1-(trimethylsilyl)dec-8-en-1-yn-3-one